NC=1C2=C(N=CN1)N(C=C2C2=NN(C=C2)C)[C@H]2[C@@H]([C@@H]([C@H](O2)C(=O)N(C2CCN(CC2)C)CCCNC(OCC2=CC=CC=C2)=O)O)O benzyl N-(3-{1-[(2S,3S,4R,5R)-5-[4-amino-5-(1-methyl-1H-pyrazol-3-yl)-7H-pyrrolo[2,3-d]pyrimidin-7-yl]-3,4-dihydroxyoxolan-2-yl]-N-(1-methylpiperidin-4-yl)formamido}propyl)carbamate